C(C)OC(C(C(=C)C)OC(C1=C(C=CC(=C1)OC1=C(C=C(C=C1)C(F)(F)F)Cl)[N+](=O)[O-])=O)=O.C(=O)C=1C=CC(=C(C1)S(=O)(=O)N)I 5-formyl-2-iodobenzensulfonamide 1-ethoxy-3-methyl-1-oxobut-3-en-2-yl-5-[2-chloro-4-(trifluoromethyl)phenoxy]-2-nitrobenzoate